N-[9-[(4R,6R)-4-[[bis(4-methoxyphenyl)-phenyl-methoxy]methyl]-7-[2-cyanoethoxy-(diisopropylamino)phosphanyl]oxy-2,5-dioxabicyclo[2.2.1]heptan-6-yl]purin-6-yl]-N-methyl-benzamide COC1=CC=C(C=C1)C(OC[C@@]12COC([C@@H](O1)N1C3=NC=NC(=C3N=C1)N(C(C1=CC=CC=C1)=O)C)C2OP(N(C(C)C)C(C)C)OCCC#N)(C2=CC=CC=C2)C2=CC=C(C=C2)OC